3-[3,5-bis(1,1-dimethylethyl)-4-hydroxyphenyl]propionic acid CC(C)(C)C=1C=C(C=C(C1O)C(C)(C)C)CCC(=O)O